N1C=C(C2=CC=CC=C12)C1N(CCC2=CC=CC=C12)C(=O)N (1H-indol-3-yl)-3,4-dihydro-isoquinoline-2(1H)-carboxamide